1-(2-(2-fluorophenyl)ethyl)-4-(1-(4-(trifluoromethyl)phenyl)-1H-1,2,3-triazol-4-yl)piperidine FC1=C(C=CC=C1)CCN1CCC(CC1)C=1N=NN(C1)C1=CC=C(C=C1)C(F)(F)F